5-dodecyl-2-(4-vinylbenzyl)-2H-tetrazole C(CCCCCCCCCCC)C=1N=NN(N1)CC1=CC=C(C=C1)C=C